[6-(4-fluoro-benzyl)-3,3-dimethyl-2,3-dihydro-1H-pyrrolo[3,2-b]pyridin-5-yl]-methanol FC1=CC=C(CC=2C=C3C(=NC2CO)C(CN3)(C)C)C=C1